C1(C(C=C1)=O)=O cyclobutene-1,2-dione